perfluoro-n-hexadecane FC(C(C(C(C(C(C(C(C(C(C(C(C(C(C(C(F)(F)F)(F)F)(F)F)(F)F)(F)F)(F)F)(F)F)(F)F)(F)F)(F)F)(F)F)(F)F)(F)F)(F)F)(F)F)(F)F